1-(2-hydroxyethyl)-6-oxo-1,6-dihydropyridine-3-carboxylic acid methyl ester COC(=O)C1=CN(C(C=C1)=O)CCO